C(C1=CC=CC=C1)OC1=NC(=CC=C1C1=NN(C2=C(C=CC=C12)NC(OC(C)(C)C)=O)C)OCC1=CC=CC=C1 tert-butyl (3-(2,6-bis(benzyloxy)pyridin-3-yl)-1-methyl-1H-indazol-7-yl)carbamate